CN1CC(NC[C@@H]1C)=O (S)-4,5-dimethylpiperazin-2-one